C1(CC1)S(=O)(=O)N1N=CC(=C1)C1=NC=CC(=N1)NC1=NC=C(C(=C1)NCC1CCC(CC1)CN(C)C)C#CC=1C=NN(C1)C N2-(2-(1-(Cyclopropylsulfonyl)-1H-pyrazol-4-yl)pyrimidin-4-yl)-N4-(((1r,4r)-4-((dimethylamino)methyl)cyclohexyl)methyl)-5-((1-methyl-1H-pyrazol-4-yl)ethynyl)pyridine-2,4-diamine